F[Sb-](F)(F)(F)(F)F.F[Sb-](F)(F)(F)(F)F.CC1=C(C(=C(C1(C)[Rh+2])C)C)C (pentamethyl-cyclopentadienyl)rhodium di(hexafluoroantimonate)